4-(4-(2-phenylpyrimidin-4-yl)-7-(pyridin-4-yl)-6,7-dihydro-5H-pyrrolo[2,3-d]pyrimidin-2-yl)morpholine C1(=CC=CC=C1)C1=NC=CC(=N1)C=1C2=C(N=C(N1)N1CCOCC1)N(CC2)C2=CC=NC=C2